7-chloro-1,2,3,4-tetrahydro-1-(2-methyl-4-nitrobenzoyl)-5H-1-benzoazepine ClC=1C=CC2=C(CCCCN2C(C2=C(C=C(C=C2)[N+](=O)[O-])C)=O)C1